O=C1NC(CCC1C1=CC=C2CCN(CC2=C1)CC1CCN(CC1)C(=O)OC(C)(C)C)=O tert-butyl 4-((7-(2,6-dioxopiperidin-3-yl)-3,4-dihydroisoquinolin-2(1H)-yl)methyl)piperidine-1-carboxylate